3-[5-(difluoromethyl)-1,3,4-oxadiazol-2-yl]-8-fluoro-N-(3-methyloxetan-3-yl)imidazo[1,2-a]pyridine-6-sulfonamide FC(C1=NN=C(O1)C1=CN=C2N1C=C(C=C2F)S(=O)(=O)NC2(COC2)C)F